6-(3-Chloro-6-(difluoromethyl)-2-fluorophenyl)-N-(1-((2-(2-((((R)-2-fluoropropyl)(methyl)amino)methyl)pyrrolidin-1-yl)pyrimidin-5-yl)methyl)-1H-pyrazol-4-yl)pyrazine-2-carboxamide ClC=1C(=C(C(=CC1)C(F)F)C1=CN=CC(=N1)C(=O)NC=1C=NN(C1)CC=1C=NC(=NC1)N1C(CCC1)CN(C)C[C@@H](C)F)F